C(C=C)OC1=CC=C(C=C1)CBr 1-(allyloxy)-4-(bromomethyl)benzene